3-cyclobutyl-1,5-dimethylpyrazole-4-boronic acid pinacol ester C1(CCC1)C1=NN(C(=C1B1OC(C)(C)C(C)(C)O1)C)C